N=1C=NN2C1C=C(C=C2)OC2=C(C=C(C=C2)NC2=NC=NC1=CC=3OC[C@H]4N(C3N=C12)CCCC4)C (S)-N-(4-([1,2,4]triazolo[1,5-a]pyridin-7-yloxy)-3-methylphenyl)-1,2,3,4,4a,5-hexahydropyrido[1,2-d]pyrimido[4',5':5,6]pyrido[3,2-b][1,4]oxazin-11-amine